ClC=1C=C(C=CC1C(=O)N1CCN(CC1)C)NC1CN(C1)C1CCN(CC1)C(=O)OC(C)(C)C tert-butyl 4-(3-(3-chloro-4-(4-methylpiperazine-1-carbonyl)phenylamino)azetidin-1-yl)piperidine-1-carboxylate